5-(3-fluorobenzyl)pyridine FC=1C=C(CC=2C=CC=NC2)C=CC1